Cl.CN1C(CCC1)=O 1-methylpyrrolidin-2-one hydrochloride